tert-butyl-4-(2-ethoxy-2-oxoethylidene)-2-methylpiperidine-1-carboxylate C(C)(C)(C)OC(=O)N1C(CC(CC1)=CC(=O)OCC)C